CC1(CCC=2C(=NNC2C1)C(=O)NC=1C=NN(C1)C1CCC(CC1)C(=O)O)C (1r,4r)-4-[4-(6,6-dimethyl-4,5,6,7-tetrahydro-1H-indazol-3-amido)-1H-pyrazol-1-yl]Cyclohexane-1-carboxylic acid